FC(C1=C(C=C(C=C1)C=1N=C(SC1F)N)F)F 4-(4-(difluoromethyl)-3-fluorophenyl)-5-fluorothiazol-2-amine